(R)-N-(1-(4-(cyclopropanesulphonylamino)pyridin-2-yl)-2-(piperazin-1-yl)ethyl)-5-(6-ethoxypyrazin-2-yl)thiazole-2-carboxamide C1(CC1)S(=O)(=O)NC1=CC(=NC=C1)[C@@H](CN1CCNCC1)NC(=O)C=1SC(=CN1)C1=NC(=CN=C1)OCC